C(C)(C)(C)OC(=O)N1CC2(C1)C[C@](CC2)(C2=C(C(=CC=C2)C(F)(F)F)C)O |r| (rac)-6-hydroxy-6-(2-methyl-3-(trifluoromethyl)phenyl)-2-azaspiro[3.4]Octane-2-Carboxylic acid tert-butyl ester